N-(4-((3-methyl-5-(1,3,5-trimethyl-1H-pyrazolo[4,3-d]pyrimidin-7-yl)-4,5,6,7-tetrahydro-1H-pyrazolo[4,3-c]pyridin-1-yl)methyl)bicyclo[2.2.2]octan-1-yl)azetidine-3-carboxamide CC1=NN(C2=C1CN(CC2)C=2C1=C(N=C(N2)C)C(=NN1C)C)CC12CCC(CC1)(CC2)NC(=O)C2CNC2